C1(CC1)C1=C(C=NC2=CC=CN=C12)NC1=CC=C(C=C1)[C@@H](C(F)(F)F)N(C(=O)C1CN(CC1)C)C N-((S)-1-(4-((4-cyclopropyl-1,5-naphthyridin-3-yl)amino)phenyl)-2,2,2-trifluoroethyl)-N,1-dimethylpyrrolidine-3-carboxamide